chloro[(dichlorosilyl)methyl]dimethylsilane Tert-butyl-3-bromo-5-chloro-benzoate C(C)(C)(C)OC(C1=CC(=CC(=C1)Cl)Br)=O.Cl[Si](C)(C)C[SiH](Cl)Cl